N1N=CC(=C1)C(=O)[O-] pyrazol-4-carboxylate